2-chloro-3-(1-methoxyethyl)pyridine anti-phosphate P(=O)(O)(O)O.ClC1=NC=CC=C1C(C)OC